2-(4-bromo-2-methylphenyl)-7,8-dihydropyrido[4,3-d]pyrimidine BrC1=CC(=C(C=C1)C=1N=CC2=C(N1)CCN=C2)C